C([O-])(O)=O.[Fe+2].[Mg+2].C([O-])(O)=O.C([O-])(O)=O.C([O-])(O)=O Magnesium iron bicarbonate